CC(C)(C)[O-].[K+] Potassium Tertiary Butoxide